C1(CC1)C1=C(C=CC=C1)[C@H]1N(CCC1)C(=O)OC(C)(C)C tert-butyl (2S)-2-(2-cyclopropylphenyl)pyrrolidine-1-carboxylate